CC1(CC2=C(C(N1)=O)C(=C(N2)C2=CC(=NC=C2)NC(CC2=CC=C(C=C2)F)=O)C2=CC(=CC=C2)C)C N-{4-[6,6-dimethyl-3-(3-methylphenyl)-4-oxo-4,5,6,7-tetrahydro-1H-pyrrolo[3,2-c]pyridin-2-yl]pyridin-2-yl}-2-(4-fluorophenyl)acetamide